NC1=C(C(=O)N)C(=C(C(=C1F)C=1C(=CC=C2C=NN(C12)C)F)Cl)F 2-amino-5-chloro-3,6-difluoro-4-(6-fluoro-1-methyl-1H-indazol-7-yl)benzamide